triazin-one N1=NNC(C=C1)=O